CC1N(CCCC1)C1=NN=NN1 methyl-1-(1H-tetrazol-5-yl)piperidin